FC(C1=CC=C(C=CC(=O)[O-])C=C1)(F)F.[Li+] lithium 4-trifluoromethyl-cinnamate salt